CC1(C(NC2=CC(=CC=C12)N1CC2CCC(C1)N2C(=O)OC(C)(C)C)=O)C tert-butyl 3-(3,3-dimethyl-2-oxoindolin-6-yl)-3,8-diazabicyclo[3.2.1]octane-8-carboxylate